C1(CC1)C=1N=CC(=NC1)NC([C@H](C)N1C[C@@H](C(CC1)(F)F)C1=CNC(C=C1)=O)=O (S)-N-(5-cyclopropylpyrazin-2-yl)-2-((S)-4,4-difluoro-3-(6-oxo-1,6-dihydropyridin-3-yl)piperidin-1-yl)propionamide